1-(6-((4-(5-(1H-pyrrol-1-yl)pyridin-3-yl)-1H-1,2,3-triazol-1-yl)methyl)-1H-indol-2-yl)-N-(cyclobutylmethyl)methylamine N1(C=CC=C1)C=1C=C(C=NC1)C=1N=NN(C1)CC1=CC=C2C=C(NC2=C1)CNCC1CCC1